C1(CC1)C1(C(NC(N1)=O)=O)C1=CC=C(C=C1)C(=O)N1CCN(CC1)C1=NC=C(C=C1C)C1CC1 5-cyclopropyl-5-{4-[4-(5-cyclopropyl-3-methylpyridin-2-yl)piperazine-1-carbonyl]phenyl}imidazolidine-2,4-dione